tert-butyl N-(3-{4-[1-(2,6-dioxo-1-{[2-(trimethylsilyl)ethoxy]methyl}piperidin-3-yl)-3-methyl-2-oxo-1,3-benzodiazol-5-yl]-2,2-dimethylpiperazin-1-yl}propyl)-N-methylcarbamate O=C1N(C(CCC1N1C(N(C2=C1C=CC(=C2)N2CC(N(CC2)CCCN(C(OC(C)(C)C)=O)C)(C)C)C)=O)=O)COCC[Si](C)(C)C